triacosanol C(CCCCCCCCCCCCCCCCCCCCCC)O